[H-].[Na+].CN1C=2N(C=CC1=O)C(C(=C(N2)C(F)(F)F)C=2C=NN(C2)CC(C(F)(F)F)(F)F)=O 1-Methyl-7-[1-(2,2,3,3,3-pentafluoropropyl)-1H-pyrazol-4-yl]-8-(trifluoromethyl)-1H,2H,6H-[1,3]diazino[1,2-a]pyrimidine-2,6-dione Sodium hydride